BrC1=C(C=CC=C1)[C@H]1OCCN(C1)C1=CC(=NC(=N1)N)NCC1CC1 |r| (R/S)-6-(2-(2-bromophenyl)morpholino)-N4-(cyclopropylmethyl)pyrimidine-2,4-diamine